C(#N)C1=NC=C(C(=C1)N1C[C@@](CC1)(C)NC(OC(C)(C)C)=O)C=O tert-butyl (S)-(1-(2-cyano-5-formylpyridin-4-yl)-3-methylpyrrolidin-3-yl)carbamate